FC1=C2C(=NC(=C1)C)NC(=C2C)C(=O)NC2CC[Si]1(CCCC1)CC2 4-fluoro-3,6-dimethyl-N-(5-silaspiro[4.5]decan-8-yl)-1H-pyrrolo[2,3-b]pyridine-2-carboxamide